C1=CC=C2C(=C1)C(OC2=O)Br bromophthalide